N-[(2,5-dichlorophenyl)methyl]-1-(2-methoxyphenyl)-5-oxopyrrolidine-3-carboxamid ClC1=C(C=C(C=C1)Cl)CNC(=O)C1CN(C(C1)=O)C1=C(C=CC=C1)OC